C(C)O[Si](CCCCCCCCCC[Si](OCC)(OCC)OCC)(OCC)OCC 1,10-bis(triethoxysilyl)decane